methyl-1-(oxetan-2-ylmethyl)imidazo[4,5-b]pyridin CC=1N(C=2C(=NC=CC2)N1)CC1OCC1